methyl 4-(N-tert-butoxycarbonyl-N-2-propynylamino)-2-fluoro-5-anisate C(C)(C)(C)OC(=O)N(CC#C)C1=CC(=C(C(=O)OC)C=C1OC)F